7-((3r,4r)-4-(chroman-7-yloxy)-3-fluoropiperidin-1-yl)-8-methyl-4H-pyrimido[1,2-b]pyridazin-4-one O1CCCC2=CC=C(C=C12)O[C@H]1[C@@H](CN(CC1)C=1C(=CC=2N(N1)C(C=CN2)=O)C)F